C(C)(=O)N1CCC(CC1)(OCC)C=1C(N(C2=C(C(=NC(=C2C1)N[C@H](C)C1=C(C(=CC=C1)C(F)F)F)C)C#CCN(CC)CC)C)=O (R)-3-(1-acetyl-4-ethoxypiperidin-4-yl)-8-(3-(diethylamino)prop-1-yn-1-yl)-5-((1-(3-(Difluoromethyl)-2-fluorophenyl)ethyl)amino)-1,7-dimethyl-1,6-naphthyridin-2(1H)-one